methyl 1-(2-chloropyrimidin-5-yl)cyclopropanecarboxylate ClC1=NC=C(C=N1)C1(CC1)C(=O)OC